C(C1=CC=CC=C1)[C@H](NC(CNC(CNC(C(CC1C2=CC=CC=C2C=2C=CC=CC12)=O)=O)=O)=O)C(NCC(NCC([C@@H](C(=O)O)C)=O)=O)=O (11S,19S)-11-benzyl-1-(9H-fluoren-9-yl)-19-methyl-3,6,9,12,15-pentaoxo-2,18-dioxo-4,7,10,13,16-pentaazaeicosane-20-oic acid